BrC=1C(=CC(=C(C1)SC(C)(C)C)OC)[N+](=O)[O-] (5-bromo-2-methoxy-4-nitrophenyl)(tert-butyl)sulfane